1-(3-hydroxyphenyl)-1H-pyrrole-2,5-dione OC=1C=C(C=CC1)N1C(C=CC1=O)=O